C(#N)C=1N=C2C(=CC(N(C2=CC1)C)=O)N(C=1C=C(C=CC1)C1=CC(=CC=C1)NS(=O)(=O)C)CC1CC1 N-(3'-((6-cyano-1-methyl-2-oxo-1,2-dihydro-1,5-naphthyridin-4-yl)(cyclopropylmethyl)amino)-[1,1'-biphenyl]-3-yl)methanesulfonamide